ClC1=C2C(N(C(NC2=C(C(=C1)C=C)F)=O)CC)=O 5-chloro-3-ethyl-8-fluoro-7-vinylquinazoline-2,4(1H,3H)-dione